2-chloro-N-(5-(dimethylamino)-2-(trifluoromethyl)phenyl)acetamide ClCC(=O)NC1=C(C=CC(=C1)N(C)C)C(F)(F)F